C(CCCCCCCCCCC)OS(=O)(=O)C1=CC=CC=C1.[Ca] calcium dodecyl-benzenesulfonate